3-(5-(((1R,2R)-2-(3-isopropoxyazetidin-1-yl)cyclopentyl)oxy)-1-oxoisoindolin-2-yl)piperidine-2,6-dione C(C)(C)OC1CN(C1)[C@H]1[C@@H](CCC1)OC=1C=C2CN(C(C2=CC1)=O)C1C(NC(CC1)=O)=O